ethyl 5-(3-ethylureido)isoxazole-3-carboxylate C(C)NC(NC1=CC(=NO1)C(=O)OCC)=O